[Si](C1=CC=CC=C1)(C1=CC=CC=C1)(C(C)(C)C)OCC(CN1[C@@H](C=2NC3=CC=CC=C3C2C[C@H]1C)C1=CC=C(S1)CC1CN(C1)C(=O)OC(C)(C)C)(F)F tert-butyl 3-((5-((1S,3R)-2-(3-((tert-butyldiphenylsilyl)oxy)-2,2-difluoropropyl)-3-methyl-2,3,4,9-tetrahydro-1H-pyrido[3,4-b]indol-1-yl)thiophen-2-yl)methyl)azetidine-1-carboxylate